3,4,5-trifluorophenylborate FC=1C=C(C=C(C1F)F)OB([O-])[O-]